4-(3-(5-((2,3-difluoro-6-methoxybenzyl)oxy)-6-methoxypyridin-3-yl)ureido)thiophene-2,3-dicarboxylic acid dimethyl ester COC(=O)C=1SC=C(C1C(=O)OC)NC(=O)NC=1C=NC(=C(C1)OCC1=C(C(=CC=C1OC)F)F)OC